N1=C(C=CC=C1)C=1N=C(C2=C(N1)CCC2)N2C(CCCCC2)CCO 2-{1-[2-(pyridin-2-yl)-5H,6H,7H-cyclopenta[d]pyrimidin-4-yl]azepan-2-yl}ethan-1-ol